(R)-7-((2-hydroxyethyl)sulfonyl)-2-(3-iodophenyl)-N',2,6,6-tetramethylheptanehydrazide OCCS(=O)(=O)CC(CCC[C@](C(=O)NNC)(C)C1=CC(=CC=C1)I)(C)C